ClC=1C=CC(=C2C=NN(C(C12)=O)C)CC1CC2(CN(C2)C(=O)OC(C)(C)C)C1 tert-butyl 6-((8-chloro-2-methyl-1-oxo-1,2-dihydrophthalazin-5-yl)methyl)-2-azaspiro[3.3]heptane-2-carboxylate